N-[5-[1-(5-cyano-1,3-diazol-2-yl)-3,6-dihydro-2H-pyridin-4-yl]-4-fluoro-2-[rac-(3R)-3,4-dimethylpiperazin-1-yl]phenyl]-4-fluoro-2-(trifluoromethyl)benzamide C(#N)C1=CN=C(N1)N1CCC(=CC1)C=1C(=CC(=C(C1)NC(C1=C(C=C(C=C1)F)C(F)(F)F)=O)N1C[C@H](N(CC1)C)C)F |r|